4-chloro-N-(4-fluorobenzyl)-3-nitrobenzamide ClC1=C(C=C(C(=O)NCC2=CC=C(C=C2)F)C=C1)[N+](=O)[O-]